OC1=CC=C(CNC2=C3N=CN(C3=NC=N2)C2[C@H](O)[C@@H](O)[C@H](O)[C@H](O2)CO)C=C1 6-(4-hydroxybenzylamino)-9-glucopyranosylpurine